C(CCCCCCCCCCC)NC(CC(O)(C(=O)O)CC(=O)O)=O N-dodecyl-citric acid amide